C(C)(C)(C)N1C(CN(CC1)C(C)(C)C)(CF)C 1,4-di-tert-butyl-2-methyl-2-(fluoromethyl)piperazine